oxobenzothiophen-3(2H)-one O=C1SC2=C(C1=O)C=CC=C2